4-Chloro-7-fluoro-2-methyl-2H-pyrazolo[4,3-c]pyridine ClC1=NC=C(C=2C1=CN(N2)C)F